N-(3-bromophenyl)-2-(quinoline-2-carbonyl)hydrazine-1-carbothioamide BrC=1C=C(C=CC1)NC(=S)NNC(=O)C1=NC2=CC=CC=C2C=C1